methyl 3-(3-cyclopropyl-8-methyl-[1,2,4]triazolo[4,3-a]pyridin-7-yl)-3-(3-(hydroxymethyl)-4-methylphenyl)-2,2-dimethylpropanoate C1(CC1)C1=NN=C2N1C=CC(=C2C)C(C(C(=O)OC)(C)C)C2=CC(=C(C=C2)C)CO